5-(tert-butyl)-1-methyl-1H-pyrazol-3-amine C(C)(C)(C)C1=CC(=NN1C)N